FC(S(=O)(=O)[O-])(F)F.S(=O)(=O)(O)CCCCN1C=[N+](C=C1)C 1-(4-sulfobutyl)-3-methylimidazolium trifluoromethanesulfonate